NCC(=O)OCCC(CCC(CCC(CCC(CCC(CC=C)=O)=O)=O)=O)=O 3,6,9,12,15-pentaoxooctadec-17-enyl 2-aminoacetate